2-amino-4,5-dimethoxy-benzoic acid methyl ester COC(C1=C(C=C(C(=C1)OC)OC)N)=O